6-(methylmercapto)pyrazolo[3,4-d]pyrimidin-3-one CSC1=NC=C2C(=N1)N=NC2=O